(-)-1-cyclopropyl-3-((2-((1-hydroxy-2-(3-(trifluoromethyl)phenyl)propan-2-yl)amino)-1H-benzo[d]imidazol-4-yl)methyl)urea C1(CC1)NC(=O)NCC1=CC=CC=2NC(=NC21)NC(CO)(C)C2=CC(=CC=C2)C(F)(F)F